t-butyl peroxyneodecanoate (t-butyl peroxyneodecanoate) C(C)(C)(C)C(C(=O)OO)CCCCC(C)(C)C.C(CCCCCC(C)(C)C)(=O)OOC(C)(C)C